COC1=CC=C(C=C1)CC1=CC2=C(NC(N2)=O)C=C1 5-[(4-methoxyphenyl)methyl]-1,3-dihydrobenzimidazol-2-one